FC(C1=CC=NN1C1CCC(CC1)OC1=C2C=CC=NC2=CC(=N1)N1CCOCC1)(F)F 4-(5-(((1s,4s)-4-(5-(trifluoromethyl)-1H-pyrazol-1-yl)cyclohexyl)oxy)-1,6-naphthyridin-7-yl)morpholine